FC1=C(C(=C(C(=C1[B-](C1=C(C(=C(C(=C1F)F)F)F)F)(C1=C(C(=C(C(=C1F)F)F)F)F)C1=C(C(=C(C(=C1F)F)F)F)F)F)F)F)F.C(C)(=O)C1=CC=C(C=C1)SC1=CC=C(C=C1)[S+](C1=CC=C(C=C1)SC1=CC=C(C=C1)C(C)=O)C1=CC=C(C=C1)SC1=CC=C(C=C1)C(C)=O tris(4-(4-acetylphenyl)thiophenyl)sulfonium tetrakis(pentafluorophenyl)borate